C(C)(C)C1=CC=C(C=N1)C=1N=C2N(C=CC=C2)C1 2-(6-Isopropylpyridin-3-yl)imidazo[1,2-a]pyridin